(S)-(1,3-dimethyl-1H-pyrazol-5-yl)(4-(7-methylbenzo[d]oxazol-2-yl)-6,7-dihydro-1H-imidazo[4,5-c]pyridin-5(4H)-yl)methanone CN1N=C(C=C1C(=O)N1[C@@H](C2=C(CC1)NC=N2)C=2OC1=C(N2)C=CC=C1C)C